(R)-N-(1-(3-(difluoromethyl)-2-methylphenyl)ethyl)-4-methyl-7-morpholinophthalazin-1-amine Hydrochloride salt Cl.FC(C=1C(=C(C=CC1)[C@@H](C)NC1=NN=C(C2=CC=C(C=C12)N1CCOCC1)C)C)F